CC(C(=O)OC1=CC=C(C=C1)S(=O)(=O)NC1=C(C(=O)NCC(=O)O)C=CC=C1)(C)C N-{2-[4-(2,2-dimethylpropionyloxy)benzenesulfonylamino]benzoyl}aminoacetic acid